ClC=1C=C(C=CC1)P1(OCC(NC1(C)C)(C)C)=O 2-(3-Chlorophenyl)-2-oxo-3,3,5,5-tetramethyl-[1,4,2]-oxazaphosphinane